C(N)(=O)C1=NC(=CC2=C1NC1=CC=CC=C21)C(=O)O 1-Carbamoyl-9H-pyrido[3,4-b]indole-3-carboxylic acid